Deoxycytidine 5'-phosphate P(=O)(O)(O)OC[C@@H]1[C@H](C[C@@H](O1)N1C(=O)N=C(N)C=C1)O